C(C1=CC=CC=C1)OC=1C(OC)=CC(C=CC)=CC1 Isoeugenyl benzyl ether